1-(((S)-oxetan-2-yl)methyl)-1H-thiophene O1[C@@H](CC1)CS1C=CC=C1